diethyl 2-(2-((1R,5S)-3-(tert-butoxycarbonyl)-5-(5-chloro-2-fluorophenyl)-3-azabicyclo[3.1.0]hexan-2-yl)-2-oxoethyl)malonate C(C)(C)(C)OC(=O)N1C([C@@H]2C[C@@]2(C1)C1=C(C=CC(=C1)Cl)F)C(CC(C(=O)OCC)C(=O)OCC)=O